[Cl-].CC(CCCCCCCCCC)CCOCC[S+]1CCCC=C1 2-(2-(2-dodecyl)ethoxy)ethyl-tetrahydrothiopyranium chloride salt